CC=1C=NC2=C3N=C(C=C(C3=CC=C2C1C1=CC=CC=C1)C1=CC=CC=C1)C 3,9-dimethyl-4,7-diphenyl-1,10-phenanthroline